BrC=1C=C2C(=NN=C(C2=CC1)NCC(OC)OC)NC(C)C1=C(C(=CC=C1)C(F)F)F 6-bromo-N4-[1-(3-difluoromethyl-2-fluoro-phenyl)-ethyl]-N1-(2,2-dimethoxy-ethyl)-phthalazine-1,4-diamine